4-(4-(6-(((1S,2S,3R,5R)-2-fluoro-9-methyl-9-azabicyclo[3.3.1]nonan-3-yl)oxy)pyridazin-3-yl)-3-hydroxyphenyl)-1-methyl-1,3,5-triazin-2(1H)-one F[C@H]1[C@@H]2CCC[C@H](C[C@H]1OC1=CC=C(N=N1)C1=C(C=C(C=C1)C1=NC(N(C=N1)C)=O)O)N2C